(3S,4R)-1-(4-((8-(((S)-2-(dimethylamino)propyl)amino)-5-isopropyl-2,7-naphthyridin-3-yl)amino)pyrimidin-2-yl)-3-fluoro-3-methylpiperidin-4-ol CN([C@H](CNC=1N=CC(=C2C=C(N=CC12)NC1=NC(=NC=C1)N1C[C@]([C@@H](CC1)O)(C)F)C(C)C)C)C